HYDROXYGALLIUM O[Ga]